methyl-4-(4-((4-((8-((tetrahydro-2H-pyran-2-yl)oxy)octyl)oxy)benzoyl)oxy)cyclohexyl)phenyl 4'-pentyl[1,1'-bi(cyclohexane)]-4-carboxylate C(CCCC)C1CCC(CC1)C1CCC(CC1)C(=O)OC1=C(C=C(C=C1)C1CCC(CC1)OC(C1=CC=C(C=C1)OCCCCCCCCOC1OCCCC1)=O)C